rhodium bis(1,5-cyclooctadiene) chloride [Cl-].C1=CCCC=CCC1.C1=CCCC=CCC1.[Rh+3].[Cl-].[Cl-]